S(=O)(=O)(OC1=CC=C(C=C1)C(C1=NC=CC=C1)C1=CC=C(C=C1)OCCCCCC(=O)O)[O-] 4-((4-((5-carboxypentyl)oxy)benzeneyl)(pyridin-2-yl)methyl)phenyl sulfate